C1N(CCC2=CC=CC=C12)C[C@H](CN1C(C2=CC=C(C=C2CC1)N1CC(CCC1)N(C)C)=O)O 2-[(2R)-3-(3,4-dihydro-1H-isoquinolin-2-yl)-2-hydroxy-propyl]-6-[3-(dimethylamino)-1-piperidinyl]-3,4-dihydroisoquinolin-1-one